benzyl 2-(((tert-butyldimethylsilyl)oxy)methyl)-3-(2-fluoro-2-methylpropanoyl)imidazolidine-1-carboxylate [Si](C)(C)(C(C)(C)C)OCC1N(CCN1C(C(C)(C)F)=O)C(=O)OCC1=CC=CC=C1